(8-bromonaphthalen-1-yl)(6-chloro-1H-indol-1-yl)methanone BrC=1C=CC=C2C=CC=C(C12)C(=O)N1C=CC2=CC=C(C=C12)Cl